tert-Butyl 5-(1-ethyl-1H-1,2,3-triazol-4-yl)-3-(3-(((R)-2-ethyl-2,3-dihydropyrido[2,3-f][1,4]oxazepin-4(5H)-yl)methyl)-4-methylphenyl)-2-methylpentanoate C(C)N1N=NC(=C1)CCC(C(C(=O)OC(C)(C)C)C)C1=CC(=C(C=C1)C)CN1C[C@H](OC2=C(C1)N=CC=C2)CC